ethoxy-N,N-Dimethylethylamine C(C)OC(C)N(C)C